rac-(2S)-2-cyclopropyl-2-(((S)-2,2-difluoro-1-hydroxy-7-(trifluoromethylsulfanyl)-2,3-dihydro-1H-inden-4-yl)oxy)acetonitrile C1(CC1)[C@@H](C#N)OC1=C2CC([C@H](C2=C(C=C1)SC(F)(F)F)O)(F)F |&1:3|